CC=1C(=C(CC2=C(C#N)C=CC=C2)C=C(C1)C)OC(C=O)C 2-(3,5-dimethyl-2-((1-oxopropan-2-yl)oxy)benzyl)benzonitrile